CC=1C(=CC=C2C(=CC(OC12)=O)N)OC(C(CC)C)=O 8-methyl-4-amino-7-(2-methylbutanoyloxy)coumarin